tert-Butylchromat C(C)(C)(C)O[Cr](=O)(=O)[O-]